5-morpholinylbenzoate N1(CCOCC1)C=1C=CC=C(C(=O)[O-])C1